(4-(difluoromethoxy)-2-methoxyphenyl)boronic acid FC(OC1=CC(=C(C=C1)B(O)O)OC)F